indol-3-yl-(4-methyl-1-naphthyl)methane N1C=C(C2=CC=CC=C12)CC1=CC=C(C2=CC=CC=C12)C